tert.-butyl 3-azido-3-ethylazetidine-1-carboxylate N(=[N+]=[N-])C1(CN(C1)C(=O)OC(C)(C)C)CC